acryloyloxymethyltrimethylammonium C(C=C)(=O)OC[N+](C)(C)C